9,9-dimethoxynonyltrimethylphenyl-phosphonium bromide [Br-].COC(CCCCCCCCC1=C(C=CC=C1)[P+](C)(C)C)OC